FC1=CC=C(OC2C[C@@H]3[C@@H](CN(C3)CC(O)C=3C=NNC3)C2)C=C1 2-((3aR,5s,6aS)-5-(4-fluorophenoxy)hexahydrocyclopenta[c]pyrrol-2(1H)-yl)-1-(1H-pyrazol-4-yl)ethanol